4-(((Z)-5-((Z)-5-fluoro-2-oxoindoline-3-ylidene)-4-oxo-3-phenylthiazolidin-2-ylidene)amino)benzenesulphonamide FC=1C=C2/C(/C(NC2=CC1)=O)=C/1\C(N(/C(/S1)=N/C1=CC=C(C=C1)S(=O)(=O)N)C1=CC=CC=C1)=O